(S)-cyclopropyl-(1-(difluoromethyl)-1H-pyrazol-3-yl)methylamine C1(CC1)NCC1=NN(C=C1)C(F)F